CC\C=C\CCC trans-3-Hepten